NC=1SC(=C(N1)C1=CC=CC=C1)OC1=CC(=NC=C1)NC=1C=C(C=CC1)C(C)(C)O 2-(3-((4-((2-amino-4-phenylthiazol-5-yl)oxy)pyridin-2-yl)amino)phenyl)propan-2-ol